ClC1=NN=C2N1C1=CC=CC(=C1C(=N2)N(C)C2=CC(=CC=C2)C=2C=NC(=CC2)C(C)(F)F)F chloro-N-(3-(6-(1,1-difluoroethyl)pyridin-3-yl)phenyl)-6-fluoro-N-methyl-[1,2,4]triazolo[4,3-a]quinazolin-5-amine